tert-butyl-2-[3-(methoxycarbonyl)-4-methylbenzoyl]hydrazine C(C)(C)(C)NNC(C1=CC(=C(C=C1)C)C(=O)OC)=O